[Si](C)(C)(C(C)(C)C)OCC=1C=C(C=NC1)C1=CN=C2N1N=C(C=C2)NC(C)C2=C(C=CC(=C2)F)OCC2=CC=C(C=C2)OC 3-(5-(((tert-butyldimethylsilyl)oxy)methyl)pyridin-3-yl)-N-(1-(5-fluoro-2-((4-methoxybenzyl)oxy)phenyl)ethyl)imidazo[1,2-b]pyridazin-6-amine